5,5'-methylenedianilinebenzoic acid C(C=1C=CC=C(NC2=CC=CC=C2C(=O)O)C1)C=1C=CC=C(NC2=CC=CC=C2C(=O)O)C1